C(\C=C\C(=O)[O-])(=O)[O-].[N+](=O)([O-])C1=C(C=CC=C1)N1C(=CC=C1)C=CC=NC(=[NH+]N)N.[N+](=O)([O-])C1=C(C=CC=C1)N1C(=CC=C1)C=CC=NC(=[NH+]N)N N-{3-[1-(2-nitrophenyl)-1H-pyrrol-2-yl]-allylidene}-aminoguanidinium fumarate